COC(=O)C1=C(SC=C1)NC1=NC(=NC=C1C)Cl 2-(2-chloro-5-methylpyrimidin-4-ylamino)-thiophene-3-carboxylic acid methyl ester